2-(1-{[3,5-bis(difluoromethyl)-1H-pyrazol-1-yl]acetyl}piperidin-4-yl)-1,3-thiazole FC(C1=NN(C(=C1)C(F)F)CC(=O)N1CCC(CC1)C=1SC=CN1)F